FC=1C=C(C=CC1F)N1C(CCCC1=O)C=1N=C2N(C=CC(=C2)C=2C=C(C(N(C2)C)=O)C)C1C=1SC(=CN1)CO 5-(2-(1-(3,4-difluorophenyl)-6-oxopiperidin-2-yl)-3-(5-(hydroxymethyl)thiazol-2-yl)imidazo[1,2-a]pyridin-7-yl)-1,3-dimethylpyridin-2(1H)-one